2-methylprop-2-yl {[3-bromo-5-chloro-4-(trifluoromethyl)phenyl]{[(2-methylprop-2-yl)oxy]carbonyl}amino}carboxylate BrC=1C=C(C=C(C1C(F)(F)F)Cl)N(C(=O)OC(C)(C)C)C(=O)OC(C)(C)C